dicyclohexyl[2-(2,6-diisopropoxyphenyl)phenyl]phosphane methanesulfonate CS(=O)(=O)O.C1(CCCCC1)P(C1=C(C=CC=C1)C1=C(C=CC=C1OC(C)C)OC(C)C)C1CCCCC1